tert-Butyl 3-(5-(3-cyano-6-(1-methyl-1H-pyrazol-4-yl)pyrazolo[1,5-a]pyridin-4-yl) pyridin-2-yl)-3,6-diazabicyclo[3.1.1]heptane-6-carboxylate C(#N)C=1C=NN2C1C(=CC(=C2)C=2C=NN(C2)C)C=2C=CC(=NC2)N2CC1N(C(C2)C1)C(=O)OC(C)(C)C